C(C)(C)(C)[Si](F)(C1=CC(=CC(=C1)C)C)C(C)(C)C Di-tert-butyl-(3,5-dimethylphenyl)fluorosilane